(S)-1-((5-chloro-8-((5-(difluoromethyl)-1-methyl-1H-1,2,3-triazol-4-yl)methoxy)-1,2,3,4-tetrahydroisoquinolin-1-yl)methyl)pyrrolidin-2-one ClC1=C2CCN[C@@H](C2=C(C=C1)OCC=1N=NN(C1C(F)F)C)CN1C(CCC1)=O